CN(C(=O)C1=CC=C(C=C1)C=1C=C2C(=NN(C2=CC1)C)C(=O)NCC1=CC=C(C=C1)NC(=O)N(C)C)C 5-(4-(dimethylcarbamoyl)phenyl)-N-(4-(3,3-dimethylureido)benzyl)-1-methyl-1H-indazole-3-carboxamide